(S)-N-(5-(2-(2-aminopyridin-3-yl)-5-(1H-pyrazol-1-yl)-3H-imidazo[4,5-b]pyridin-3-yl)-2,3-dihydro-1H-inden-1-yl)-4-(2-fluoroacrylamido)-1-methyl-1H-pyrazole-3-carboxamide NC1=NC=CC=C1C1=NC=2C(=NC(=CC2)N2N=CC=C2)N1C=1C=C2CC[C@@H](C2=CC1)NC(=O)C1=NN(C=C1NC(C(=C)F)=O)C